2,5-dimethyl-2-butyl-adipic acid CC(C(=O)O)(CCC(C(=O)O)C)CCCC